N-(4-fluoro-3-methylphenyl)-1-(2-fluoroethyl)-2,4-dimethyl-5-(2-((1-(5-methyl-1,3,4-oxadiazol-2-yl)cyclopropyl)amino)-2-oxoacetyl)-1H-pyrrole-3-carboxamide FC1=C(C=C(C=C1)NC(=O)C1=C(N(C(=C1C)C(C(=O)NC1(CC1)C=1OC(=NN1)C)=O)CCF)C)C